FC1=C(C=C(C=C1)C1(CCC1)C(C(C)(N)C)N)C(F)(F)F 1-{1-[4-fluoro-3-(trifluoromethyl)phenyl]cyclobutyl}-2-methylpropane-1,2-diamine